FC=C(C(C(F)(F)F)(F)F)F trans-1,2,3,3,4,4,4-heptafluoro-1-butene